1-(5-(benzo[d]isoxazol-5-yl)-1-methyl-1H-pyrazol-3-yl)-3-(4-((4-methylpiperazin-1-yl)methyl)-3-(trifluoromethyl)phenyl)urea O1N=CC2=C1C=CC(=C2)C2=CC(=NN2C)NC(=O)NC2=CC(=C(C=C2)CN2CCN(CC2)C)C(F)(F)F